C(C)(C)C=1N(N=C2C=CC(=CC12)C1=NC(=NC=C1)N[C@@H]1C[C@H](CC1)N)C (1S,3S)-N1-(4-(3-isopropyl-2-methyl-2H-indazol-5-yl)pyrimidin-2-yl)cyclopentane-1,3-diamine